ClC1=C(C(=O)OC)C=C(C=C1C=1C(=NNC1)F)F methyl 2-chloro-5-fluoro-3-(3-fluoro-1H-pyrazol-4-yl)benzoate